8-chloro-N3,N3-bis(4-methoxybenzyl)isoquinoline-3,6-diamine ClC=1C=C(C=C2C=C(N=CC12)N(CC1=CC=C(C=C1)OC)CC1=CC=C(C=C1)OC)N